mercury(II) silver iodide [Ag]I.[Hg+2]